N-(4-octylphenyl)-N-phenylmethacrylamide C(CCCCCCC)C1=CC=C(C=C1)N(C(C(=C)C)=O)C1=CC=CC=C1